(3R,4S)-3-cyclopropyl-1-[6-(5-methoxypyridin-3-yl)pyrrolo[1,2-b]pyridazin-4-yl]-4-methyl-2-oxopyrrolidine-3-carbonitrile C1(CC1)[C@]1(C(N(C[C@H]1C)C=1C=2N(N=CC1)C=C(C2)C=2C=NC=C(C2)OC)=O)C#N